3-FLUORO-4-(1-PIPERAZINO)-BENZALDEHYDE HYDROCHLORIDE C1CN(CCN1)C2=C(C=C(C=C2)C=O)F.Cl